C(C)S(=O)(=O)CC1CN(C1)C(=O)OCCCC butyl 3-(ethylsulfonylmethyl)azetidine-1-carboxylate